(R)-N-((R)-1-(6-isopropyl-8-(3-methyl-2,4-dioxoimidazolidin-1-yl)imidazo[1,2-a]pyridin-2-yl)ethyl)-2-methyl-propane-2-sulfinamide C(C)(C)C=1C=C(C=2N(C1)C=C(N2)[C@@H](C)N[S@](=O)C(C)(C)C)N2C(N(C(C2)=O)C)=O